6-(3-isopropyl-5-(1-(2-(methylsulfonyl)ethyl)piperidin-4-yl)-1H-indol-2-yl)-[1,2,4]triazolo[1,5-a]pyridine-8-carbonitrile C(C)(C)C1=C(NC2=CC=C(C=C12)C1CCN(CC1)CCS(=O)(=O)C)C=1C=C(C=2N(C1)N=CN2)C#N